SC1=NC(=C(C(=N1)N)N)N 2-mercapto-4,5,6-triaminopyrimidine